[I-].[I-].C(C)[SiH](CC)[Zr+2](C1(C(=C(C(=C1)C)C)C)C)C1(C(=C(C(=C1)C)C)C)C diethylsilyl-bis(tetramethylcyclopentadienyl)zirconium diiodide